allyl acrylpimelate C(=O)(C=C)C(C(=O)OCC=C)CCCCC(=O)[O-]